C(C#C)O 2-Propyn-1-ol